C(#N)C=1C(OC(C1\C=C\C1=CC=C(C=C1)N1CCNCC1)(C)C)=C(C#N)C#N (E)-2-(3-cyano-5,5-dimethyl-4-(4-(piperazin-1-yl)styryl)furan-2(5H)ylidene)malononitrile